2,3-dimethylbutenamide CC(C(=O)N)=C(C)C